C(C)C(C(=O)O)C(=O)O Ethylmalonic Acid